(1S,2S)-N-[8-amino-6-[5-(hydroxymethyl)-2-methylphenyl]-2,7-naphthyridin-3-yl]-2-(1-methyl-1H-pyrazol-4-yl)cyclopropane-1-carboxamide NC=1N=C(C=C2C=C(N=CC12)NC(=O)[C@@H]1[C@H](C1)C=1C=NN(C1)C)C1=C(C=CC(=C1)CO)C